CC1(N(CC(C(C1)=O)(C)C)C(=O)O)C.C(C)(C)(C)C1C(N(CC(C1=O)(C)C)C(=O)NCCCCC1=CC=CC=C1)(C)C tert-butyl-2,2,5,5-tetramethyl-4-oxo-N-(4-phenylbutyl)piperidine-1-carboxamide 2,2,5,5-tetramethyl-4-oxopiperidine-1-carboxylate